CC=1C=NC=C(C1)[C@H]1N(CCC1)C (S)-3-methyl-5-(1-methylpyrrolidin-2-yl)pyridine